OC1CC2CCC(C1)N2NN2C=CC1=CC(=CN=C21)C(=O)N ((3-hydroxy-8-azabicyclo[3.2.1]octan-8-yl)amino)-1H-7-azaindole-5-carboxamide